N-(2-(2-cyano-4,4-difluoropyrrolidin-1-yl)-2-oxoethyl)isonicotinamide (S)-benzyl-carbamate C(C1=CC=CC=C1)NC(O)=O.C(#N)C1N(CC(C1)(F)F)C(CNC(C1=CC=NC=C1)=O)=O